N-methyl-1-amino-cyclohexaneOctadecanoic acid 2,3-dihydroxypropan-1-yl ester OC(COC(CCCCCCCCCCCCCCCCCC1(CCCCC1)NC)=O)CO